1,3-bis(imidazolyl)benzene N1C(=NC=C1)C1=CC(=CC=C1)C=1NC=CN1